CN1CCN(CC1)C=1C=NC=C(C1)B1OC(C(O1)(C)C)(C)C 1-Methyl-4-[5-(4,4,5,5-tetramethyl-1,3,2-dioxaborolan-2-yl)-3-pyridyl]piperazine